2,3,4,5-tetrafluoro-6-hydroxy-N-methyl-benzenesulfonamide FC1=C(C(=C(C(=C1F)F)F)O)S(=O)(=O)NC